tert-Butyl (S)-methyl(1-(4-methyl-3-((1-(7-(2-methylthiazol-5-yl)quinolin-5-yl)cyclopropyl)carbamoyl)phenoxy)propan-2-yl)carbamate CN(C(OC(C)(C)C)=O)[C@H](COC1=CC(=C(C=C1)C)C(NC1(CC1)C1=C2C=CC=NC2=CC(=C1)C1=CN=C(S1)C)=O)C